C(C1=CC=CC=C1)OC(=O)NCC1(CC(N(C1)C(=O)OC(C)(C)C)C)O tert-butyl 4-((((benzyloxy)carbonyl)amino)methyl)-4-hydroxy-2-methylpyrrolidine-1-carboxylate